ClC=1C=CC(=NC1)CN1N=C2N([C@@H](CCC2)C(=O)O)C1=O (5S)-2-[(5-Chloropyridin-2-yl)methyl]-3-oxo-2,3,5,6,7,8-hexahydro[1,2,4]triazolo[4,3-a]pyridine-5-carboxylic acid